CC1(CN(CC(=CC1)C1=CC=CC=C1)S(=O)(=O)C1=CC=C(C)C=C1)O 3-methyl-6-phenyl-1-p-toluenesulfonyl-2,3,4,7-tetrahydro-1H-azepin-3-ol